6-((2R,4SR,6S)-2,6-dimethylpiperidin-4-yl)-N-(2-fluoro-3-methyl-4-((1-methyl-1H-benzo[d]imidazol-5-yl)oxy)phenyl)pyrido[3,2-d]pyrimidin-4-amine C[C@H]1N[C@H](CC(C1)C=1C=CC=2N=CN=C(C2N1)NC1=C(C(=C(C=C1)OC1=CC2=C(N(C=N2)C)C=C1)C)F)C